NC(C(=O)O)C1COC(C1)C(C)C 2-amino-2-(5-isopropyltetrahydrofuran-3-yl)acetic acid